C(CCC)[C@]1(CS(C2=C(N(C1)C1=CC=C(C=C1)F)C=C(C(=C2)OCCC(=O)O)SC)(=O)=O)C (R)-3-((3-butyl-5-(4-fluorophenyl)-3-methyl-7-(methylsulfanyl)-1,1-dioxo-2,3,4,5-tetrahydro-1,5-benzothiazepin-8-yl)oxy)propanoic acid